(3S)-3-Cyano-N-[4-(3-cyanophenyl)-5-(4-methylquinazolin-6-yl)thiazol-2-yl]-3-methyl-pyrrolidine-1-carboxamide C(#N)[C@@]1(CN(CC1)C(=O)NC=1SC(=C(N1)C1=CC(=CC=C1)C#N)C=1C=C2C(=NC=NC2=CC1)C)C